C1OCC12CN(C2)C=2C(NC=CN2)=O 3-[2-oxa-6-azaspiro[3.3]hept-6-yl]pyrazin-2(1H)-one